ClC=1C=C(C(=NC1)CC(=O)NC1CN(C1)C1=CC(=C(C(=C1)F)C1C(NC(CC1)=O)=O)F)F 2-(5-chloro-3-fluoropyridin-2-yl)-N-(1-(4-(2,6-dioxopiperidin-3-yl)-3,5-difluorophenyl)azetidin-3-yl)acetamide